N1=C(C=CC=C1)C1(CCOCC1)CC=O 2-(4-(Pyridin-2-yl)tetrahydro-2H-pyran-4-yl)acetaldehyde